Nonadecanoic acid ethyl ester C(C)OC(CCCCCCCCCCCCCCCCCC)=O